methyl 5-cyclopropyl-3-[(2,6-dimethyl-4-pyridyl)amino]-6-(3-methylimidazo[4,5-c]pyridin-7-yl)pyrazine-2-carboxylate C1(CC1)C=1N=C(C(=NC1C=1C2=C(C=NC1)N(C=N2)C)C(=O)OC)NC2=CC(=NC(=C2)C)C